CC=1C=C(C=CC1C)C=1C=NC2=C(C=CC=C2C1)NC1CS(C=C1)(=O)=O 3-((3-(3,4-dimethylphenyl)quinolin-8-yl)amino)-2,3-dihydrothiophene 1,1-dioxide